ClC=1C=CC=C2C=CC(=NC12)NC=1C=NC(=NC1)C1(CC1)C(F)(F)F 8-chloro-N-(2-(1-(trifluoromethyl)cyclopropyl)pyrimidin-5-yl)quinolin-2-amine